N1(N=CC=C1)[C@@H]1[C@H](CC1)C=1NC(C2=C(N1)N(N=C2C#N)[C@H](C)C=2C=NC(=CC2)C(F)(F)F)=O 6-((1S,2S)-2-(1H-Pyrazol-1-yl)cyclobutyl)-4-oxo-1-((R)-1-(6-(trifluoromethyl)pyridin-3-yl)ethyl)-4,5-dihydro-1H-pyrazolo[3,4-d]pyrimidin-3-carbonitril